NC1=CC=C(C(=S)N(C)C)C=C1 4-amino-N,N-dimethylthiobenzamide